5-(aminomethyl)-N-(1-(3'-chloro-5-(1-methyl-1H-pyrazol-4-yl)-5'-(piperidine-1-carbonyl)-[1,1'-biphenyl]-3-yl)ethyl)-2-methyl-benzamide NCC=1C=CC(=C(C(=O)NC(C)C=2C=C(C=C(C2)C=2C=NN(C2)C)C2=CC(=CC(=C2)C(=O)N2CCCCC2)Cl)C1)C